(R)-5-(1-amino-2-hydroxyethyl)thiophene-3-carboximidamide N[C@H](CO)C1=CC(=CS1)C(N)=N